BrC1=CC=C(C=C1)/C(/C#N)=C/C1=CC=C(C=C1)N(C1=CC=C(C=C1)C)C1=CC=C(C=C1)C (Z)-2-(4-bromophenyl)-3-(4-(di-p-tolylamino)phenyl)acrylonitrile